CC(C[C@@H](C(=O)O)NC(CC1=CC=CC=C1)=O)C (S)-4-methyl-2-(2-phenylacetamido)pentanoic acid